tert-butyl N-[(1E)-[(tert-butoxycarbonyl)amino](methylsulfanyl)methylidene]carbamate C(C)(C)(C)OC(=O)N/C(=N\C(OC(C)(C)C)=O)/SC